FC1(CN(C1)CCO)F 2-(3,3-Difluoroazetidin-1-yl)ethan-1-ol